C(C)C1=C(C=NC(=C1)C)C1=C2C=C(NC2=C(C(=C1)C=1CN(CCC1)C(C(C(=O)OC)C)=O)F)C(=O)N1CCN(CC1)C1=NC=C(C=C1OC)F methyl 3-(3-(4-(4-ethyl-6-methylpyridin-3-yl)-7-fluoro-2-(4-(5-fluoro-3-methoxypyridin-2-yl)piperazine-1-carbonyl)-1H-indol-6-yl)-5,6-dihydropyridin-1(2H)-yl)-2-methyl-3-oxopropanoate